C(C)(C)(C)OC(=O)NC(SC)=NC(=O)OC(C)(C)C 1,3-bis(tert-butyloxycarbonyl)-2-methyl-2-thiopseudourea